1-octadecanoyl-sn-glycerol 3-phosphate P(=O)(O)(O)OC[C@@H](COC(CCCCCCCCCCCCCCCCC)=O)O